7-bromo-1-(2-morpholinoethyl)-3,4-dihydro-quinolin-2(1H)-one BrC1=CC=C2CCC(N(C2=C1)CCN1CCOCC1)=O